C(C1=CC=CC=C1)OC1=CC=2N(C=C1)N=CC2[C@@H]2CC[C@H](CC2)[C@H](C)NS(=O)C(C)(C)C N-((S)-1-(trans-4-(5-(benzyloxy)pyrazolo[1,5-a]pyridine-3-yl)cyclohexyl)ethyl)-2-methylpropan-2-sulfinamide